O1CCC(CC1)/C=C/C(C)=O (E)-4-(tetrahydro-2H-pyran-4-yl)but-3-en-2-one